C(C)(C)(C)OC(=O)NC(C(=O)O)CC(=O)OC 2-(tert-butoxycarbonylamino)-4-methoxy-4-oxo-butyric acid